Cl.N1CCC(CC1)N1N=CC(=C1)NC(=O)C=1SC(=NN1)C1=NC=CN=C1 N-(1-(piperidin-4-yl)-1H-pyrazol-4-yl)-5-(pyrazin-2-yl)-1,3,4-thiadiazole-2-carboxamide hydrochloride